NCC1CCC(CC1)CN 1,4-Bis(aminomethyl)-cyclohexan